5-propyl-1-[3-(trimethoxysilyl)propyl]-1H-tetrazole C(CC)C1=NN=NN1CCC[Si](OC)(OC)OC